[(2S,5S)-5-[[tert-butyl(diphenyl)silyl]oxymethyl]-1-methyl-pyrrolidin-2-yl]methanol [Si](C1=CC=CC=C1)(C1=CC=CC=C1)(C(C)(C)C)OC[C@@H]1CC[C@H](N1C)CO